1-(3-bromo-2-methylphenyl)cyclobutylamine BrC=1C(=C(C=CC1)C1(CCC1)N)C